Rac-4-(1-((trans)-2-((2-(2,6-dioxopiperidin-3-yl)-1-oxoisoindolin-5-yl)oxy)cyclohexyl)azetidin-3-yl)-3-fluorobenzonitrile O=C1NC(CC[C@H]1N1C(C2=CC=C(C=C2C1)O[C@H]1[C@@H](CCCC1)N1CC(C1)C1=C(C=C(C#N)C=C1)F)=O)=O |&1:6|